(2R,4S)-1-((4-(2-chlorophenyl)-6-(trifluoromethyl)pyridin-3-yl)sulfonyl)-4-fluoro-2-methyl-N-((R,Z)-4-(methylsulfonyl)but-3-en-2-yl)piperidine-4-carboxamide ClC1=C(C=CC=C1)C1=C(C=NC(=C1)C(F)(F)F)S(=O)(=O)N1[C@@H](C[C@@](CC1)(C(=O)N[C@H](C)\C=C/S(=O)(=O)C)F)C